oxo-N-(1H-pyrazolo[4,3-c]pyridin-7-yl)-2-[(2R,5S)-5-methyl-2-[2-(1-methyl-3,6-dihydro-2H-pyridin-4-yl)-1,3-benzothiazol-5-yl]-1-piperidyl]acetamide O=C(C(=O)NC=1C2=C(C=NC1)C=NN2)N2[C@H](CC[C@@H](C2)C)C=2C=CC1=C(N=C(S1)C=1CCN(CC1)C)C2